(S)-1-(5-(2-fluorophenoxy)pyrazin-2-yl)-4'h,6'h-spiro[piperidine-4,5'-pyrrolo[1,2-b]pyrazol]-4'-amine FC1=C(OC=2N=CC(=NC2)N2CCC3([C@@H](C=4N(N=CC4)C3)N)CC2)C=CC=C1